ClC=1C=C2C(=CC1)C(OC21CCN(CC1)CC=1C=NN(C1)C[C@@H](C(C)(C)O)O)C(=O)N 5-chloro-1'-[[1-[(2S)-2,3-dihydroxy-3-methyl-butyl]pyrazol-4-yl]methyl]spiro[1H-isobenzofuran-3,4'-piperidine]-1-carboxamide